Phenyl-(S)-3-(3-methoxyphenyl)-piperidine-1-carboxylate C1(=CC=CC=C1)OC(=O)N1C[C@@H](CCC1)C1=CC(=CC=C1)OC